(S)-1-(1-(2-((2-chloro-4-fluorophenyl)amino)-5-methylpyrimidin-4-yl)-1H-pyrazol-4-yl)-3-(1-(3-chlorophenyl)-2-hydroxyethyl)urea ClC1=C(C=CC(=C1)F)NC1=NC=C(C(=N1)N1N=CC(=C1)NC(=O)N[C@H](CO)C1=CC(=CC=C1)Cl)C